(3-chloro-2,4-difluorophenyl)(6-(2,2,2-trifluoroethoxy)pyridin-3-yl)methanamine hydrochloride Cl.ClC=1C(=C(C=CC1F)C(N)C=1C=NC(=CC1)OCC(F)(F)F)F